FC=1C=C(C=CC1)C1=C2N=C(C(=NC2=CC=C1)C(=O)N)CC=1SC(=CC1)C1=CC(=C(C=C1)O)C (3-fluorophenyl)-((5-(4-hydroxy-3-methylphenyl)thiophen-2-yl)methyl)quinoxaline-2-carboxamide